C1(=CC=CC=C1)C1=CC(=C([O-])C=C1)N=NC1=C([O-])C=CC=C1 4-phenylazophenoxide